ClC(C(=O)N[C@H](C(=O)N1[C@@H]([C@H]2C([C@H]2C1)(C)C)C(=O)N[C@@H](CC=1C(N=C2C=CC=CC12)=O)C#N)C(C)(C)C)(F)F (1R,2S,5S)-3-((S)-2-(2-chloro-2,2-difluoroacetamido)-3,3-dimethylbutyryl)-N-((1S)-1-cyano-2-(2-oxoindol-3-yl)ethyl)-6,6-dimethyl-3-azabicyclo[3.1.0]hexane-2-carboxamide